NC1=NC=NN2C1=C(C(=N2)C2=CC=C(C=C2)NC(C(=C)F)=O)C2=CC(=C(C(=O)NCCF)C=C2)OC 4-(4-amino-6-(4-(2-fluoroacrylamido)phenyl)pyrazolo[5,1-f][1,2,4]triazin-5-yl)-N-(2-fluoroethyl)-2-methoxybenzamide